benzyl 4-fluoro-1,2-dihydrospiro[indole-3,4'-piperidine]-1'-carboxylate FC1=C2C(=CC=C1)NCC21CCN(CC1)C(=O)OCC1=CC=CC=C1